FC(C1=NC(=NC(=N1)C(F)(F)F)N1C(C=2NC3=CC=C(C=C3C2CC1)Cl)\C=C\C)(F)F 2-[4,6-bis(trifluoromethyl)-1,3,5-triazin-2-yl]-6-chloro-1-[(1E)-prop-1-en-1-yl]-2,3,4,9-tetrahydro-1H-pyrido[3,4-b]indole